1-Butyl-1-methylpyrrolidinium nitrate [N+](=O)([O-])[O-].C(CCC)[N+]1(CCCC1)C